(2S)-2-amino-3-(4-(7-((3'-methoxy-[1,1'-biphenyl]-4-yl)methyl)-7H-pyrrolo[2,3-d]pyrimidine-4-yl)cyclohex-3-ene-1-yl)propionic acid hydrochloride Cl.N[C@H](C(=O)O)CC1CC=C(CC1)C=1C2=C(N=CN1)N(C=C2)CC2=CC=C(C=C2)C2=CC(=CC=C2)OC